OC=1C=C(C=CC1O)CCCCC(=O)O 5-(3,4-dihydroxyphenyl)pentanoic acid